(E)-4-(3,5-dihydroxystyryl)pyridine OC=1C=C(/C=C/C2=CC=NC=C2)C=C(C1)O